N1=CC=C(C=C1)C1=NC(=NC(=N1)C1=CC=NC=C1)C1=CC=NC=C1 2,4,6-tri(pyridin-4-yl)-1,3,5-triazine